(4-(2-bromo-5-toluenesulfonyl-5H-pyrrolo[2,3-b]pyrazin-7-yl)phenyl)(2-oxa-6-azaspiro[3.3]heptan-6-yl)methanone BrC=1N=C2C(=NC1)N(C=C2C2=CC=C(C=C2)C(=O)N2CC1(COC1)C2)S(=O)(=O)CC2=CC=CC=C2